methyl 4-(2-azaspiro[3.3]heptan-6-yloxy)-3-bromo-benzoate C1NCC12CC(C2)OC2=C(C=C(C(=O)OC)C=C2)Br